CC=1N=C2C(=NC(=NC2=NC1C)N1C[C@@H](OCC1)C=1C=NN(C1)C)C1CCC2(CC2)CC1 6,7-dimethyl-2-((2S)-2-(1-methyl-1H-pyrazol-4-yl)-4-morpholinyl)-4-(spiro[2.5]octan-6-yl)pteridine